BrC1=C(N)C=C(C=C1F)OC1=CC=C(C=C1)Cl 2-bromo-5-(4-chlorophenoxy)-3-fluoro-aniline